(Z)-2-(2-(4-((6-chloro-7-methyl-1H-indol-3-yl) methylene)-2,5-dioxoimidazolidin-1-yl)-2-(3,4-difluorophenyl) acetamido)-3-hydroxypropyl dihydrogen phosphate P(=O)(OCC(CO)NC(C(C1=CC(=C(C=C1)F)F)N1C(N\C(\C1=O)=C/C1=CNC2=C(C(=CC=C12)Cl)C)=O)=O)(O)O